1,3-dimethyl-2,5-dichlorobenzene CC1=C(C(=CC(=C1)Cl)C)Cl